C(CCCCCCCCCCC)(=O)N(C(CCCCCCCCC)=O)C(CCCCCCCCC)=O dodecanoyl-didecanoyl-amine